FC(CNC(=O)C1=CN=C2N1C=C(C=C2)C2=CNC1=NC(=CC=C12)NC(C1=CC=NC=C1)=O)F N-(2,2-difluoroethyl)-6-(6-(isonicotinamido)-1H-pyrrolo[2,3-b]pyridin-3-yl)imidazo[1,2-a]pyridine-3-carboxamide